C(#N)CC1(CN(C1)C1=CC(=C(C(=O)N[C@H](C(F)(F)F)C)C=C1F)F)N1N=CC(=C1)C=1C2=C(N=CN1)NC=C2 4-{3-(cyano-methyl)-3-[4-(7H-pyrrolo[2,3-d]pyrimidin-4-yl)-1H-pyrazol-1-yl]azetidin-1-yl}-2,5-difluoro-N-[(1S)-2,2,2-trifluoro-1-methylethyl]benzamide